OC[C@@H](CC)NC=1C=C(C=2N(N1)C(=NN2)C(C)C)NCC2=C(C=CC=C2)O 2-[[[6-[[(1R)-1-(hydroxymethyl)propyl]amino]-3-isopropyl-[1,2,4]triazolo[4,3-b]pyridazin-8-yl]amino]methyl]phenol